BrC1=CC=C(C=C1)C(CCO)C(F)(F)F 3-(4-bromophenyl)-4,4,4-trifluorobutan-1-ol